FC1=CC=C(C=C1)C1(C=CC2=C(O1)C=1C=CC(=CC1C1=C2C(C2=CC(=CC=C21)C2=CC=CC=C2)(CCC)CCC)OC)C2=CC=C(C=C2)N(C)C 3-(4-fluorophenyl)-3-(4-dimethylaminophenyl)-7-methoxy-11-phenyl-13,13-di-n-propyl-3H,13H-indeno[2',3':3,4]naphtho[1,2-b]pyran